4-methyl-6-phenoxypyridine CC1=CC=NC(=C1)OC1=CC=CC=C1